(2E)-3-[(1Z)-5-fluoro-1-{[4-(4-fluorophenoxy)phenyl]methylidene}-2-methyl-1H-inden-3-yl]-N-hydroxyprop-2-enamide FC=1C=C2C(=C(/C(/C2=CC1)=C/C1=CC=C(C=C1)OC1=CC=C(C=C1)F)C)/C=C/C(=O)NO